1-(6-bromo-3-isoquinolinyl)-3-(1-methyl-4-piperidinyl)urea BrC=1C=C2C=C(N=CC2=CC1)NC(=O)NC1CCN(CC1)C